C([O-])([O-])=O.[Ga+3].C([O-])([O-])=O.C([O-])([O-])=O.[Ga+3] gallium carbonate salt